6-oxo-5-oxonaphthalene-1-sulfonic acid O=C1C(C=2C=CC=C(C2C=C1)S(=O)(=O)O)=O